methyl 5-(8-methoxy-[1,2,4]triazolo[1,5-a]pyridin-6-yl)-4-(2,2,2-trifluoroethyl)-1-((2-(trimethylsilyl) ethoxy) methyl)-1H-pyrazole-3-carboxylate COC=1C=2N(C=C(C1)C1=C(C(=NN1COCC[Si](C)(C)C)C(=O)OC)CC(F)(F)F)N=CN2